[N+](=O)([O-])CC1(COC1)C1=NC=CC(=C1)C1=CC=C(C=C1)S(=O)(=O)C1CCC(CC1)C=1C(=NC=C(C1)C(F)(F)F)N (4-((4-(2-(3-(nitromethyl)oxetan-3-yl)pyridin-4-yl)phenyl)sulfonyl)cyclohexyl)-5-(trifluoromethyl)pyridin-2-amine